methyl 5-bromo-4-oxo-1-[4-(trifluoromethoxy)phenyl]cinnoline-3-carboxylate BrC1=C2C(C(=NN(C2=CC=C1)C1=CC=C(C=C1)OC(F)(F)F)C(=O)OC)=O